CC(=O)NNC(=S)N acetylthiosemicarbazide